(2S)-3-hydroxy-2-phenyl-1-(5-{[6-(trifluoromethyl)pyridin-3-yl]sulfonyl}-1H,2H,3H,4H,5H,6H-pyrrolo[3,4-c]pyrrol-2-yl)propan-1-one OC[C@@H](C(=O)N1CC=2CN(CC2C1)S(=O)(=O)C=1C=NC(=CC1)C(F)(F)F)C1=CC=CC=C1